N,N'-(1,1'-biphenyl-4,4'-diyl)bismaleimide 5-phenylpent-1-en-3-yl-6-(nitrooxy)hexanoate C1(=CC=CC=C1)CCC(C=C)OC(CCCCCO[N+](=O)[O-])=O.C1(=CC=C(C=C1)N1C(C=CC1=O)=O)C1=CC=C(C=C1)N1C(C=CC1=O)=O